N-(bis(3-(tripropylsilyl)phenyl)phosphaneyl)-N-cyclopentyl-1,1-bis(4-(tripropylsilyl)phenyl)phosphanamine C(CC)[Si](C=1C=C(C=CC1)P(N(P(C1=CC=C(C=C1)[Si](CCC)(CCC)CCC)C1=CC=C(C=C1)[Si](CCC)(CCC)CCC)C1CCCC1)C1=CC(=CC=C1)[Si](CCC)(CCC)CCC)(CCC)CCC